COC=1C=C(C=CC1)C1=CC=C(C=C1)NC1=CC=C(C(=O)NCC2CCN(CC2)C)C=C1 4-((3'-Methoxy-[1,1'-biphenyl]-4-yl)amino)-N-((1-methylpiperidin-4-yl)methyl)benzamid